ClC1=CC=C(C(=N1)C(=O)O)NC(C)C1=C2N=C(C(=NC2=CC(=C1)C)C#N)N1CCC(CC1)N1C(CCCC1)=O 6-chloro-3-((1-(2-cyano-7-methyl-3-(2-oxo-[1,4'-bipiperidin]-1'-yl)quinoxalin-5-yl)ethyl)amino)picolinic acid